Benzylimidazo[4,5-b]pyridin-6-amine C(C1=CC=CC=C1)C=1N=C2C(=NC=C(C2)N)N1